Cyclobutylidenebis[2-(5-methyl-2-furyl)-4-(4-chlorophenyl)-5-methyl-1-indenyl]zirconium dichloride [Cl-].[Cl-].C1(CCC1)=[Zr+2](C1C(=CC2=C(C(=CC=C12)C)C1=CC=C(C=C1)Cl)C=1OC(=CC1)C)C1C(=CC2=C(C(=CC=C12)C)C1=CC=C(C=C1)Cl)C=1OC(=CC1)C